C1(CC1)S(=O)(=O)NC(C1=CC=C(C=C1)N1[C@@H]2C[C@@H]([C@H](C1)C2)OCC=2C(=NOC2C2CC2)C2=C(C=CC=C2Cl)Cl)=O |&1:17| N-(cyclopropanesulfonyl)-4-[(1S,4S,SR)-5-[[5-cyclopropyl-3-(2,6-dichlorophenyl)-1,2-oxazol-4-yl]methoxy]-2-azabicyclo[2.2.1]heptan-2-yl]benzamide